ClC=1C(=C(C=CC1F)C(N[S@](=O)C(C)(C)C)C1(CN(C1)C(C(F)(F)F)C)C)F (R)-N-((3-chloro-2,4-difluorophenyl)(3-methyl-1-(1,1,1-trifluoropropan-2-yl)azetidin-3-yl)methyl)-2-methylpropane-2-sulfinamide